N=C(C)N[C@@H](CSC[C@@H](N)C(=O)O)C |&1:4| S-((R/S)-2-(1-iminoethylamino)propyl)-D-cysteine